ClC=1C=C2C=C(N(C2=CC1)C(=O)NC1=CC(=CC=C1)F)O 5-chloro-N-(3-fluorophenyl)-2-hydroxy-1H-indole-1-carboxamide